4-methylcyclohexa-2,4-dien-1-yl-propan-2-ol CC=1C=CC(CC1)CC(C)O